methyl 2-(4-((S)-2-((S)-2-((((9H-fluoren-9-yl)methoxy)carbonyl)amino)-3-phenylpropanamido)-6-((diphenyl(p-tolyl)methyl)amino)hexanamido)phenyl)-2-hydroxyacetate C1=CC=CC=2C3=CC=CC=C3C(C12)COC(=O)N[C@H](C(=O)N[C@H](C(=O)NC1=CC=C(C=C1)C(C(=O)OC)O)CCCCNC(C1=CC=C(C=C1)C)(C1=CC=CC=C1)C1=CC=CC=C1)CC1=CC=CC=C1